C(C)(C)(C)C=1C(=C(C=C(C1)C)N1N=C2C(=N1)C=CC(=C2)Cl)O 2-(3'-t-butyl-2'-hydroxy-5'-methylphenyl)-5-chlorobenzotriazole